(6-(1-hydroxy-2-methyl-2-(1-methyl-1H-pyrazole-4-yl)propyl)pyridin-3-yl)carbamate OC(C(C)(C=1C=NN(C1)C)C)C1=CC=C(C=N1)NC([O-])=O